C(C)(C)(C)OC(=O)C=1C=C2C(CNCCO2)CN1 Pyrido[3,4-f][1,4]Oxazepan-8(6H)-carboxylic acid tert-butyl ester